ClC1=NC=C(C(=N1)N1CC(C(C(C1)C)(F)F)CCO)C#N 2-Chloro-4-[4,4-difluoro-3-(2-hydroxyethyl)-5-methyl-1-piperidinyl]pyrimidine-5-carbonitrile